C1(=CC=CC=C1)C=1C=NN(C1)C1=NC=2N(C(=C1)N1CCOCC1)N=C(C2)C2=CC=NC=C2 4-[5-(4-phenylpyrazol-1-yl)-2-(4-pyridyl)pyrazolo[1,5-a]pyrimidin-7-yl]morpholine